2-((5-chloro-2,3-dihydro-1H-inden-2-yl)amino)-6-(3,3-difluorocyclobutyl)-6,7-dihydro-5H-pyrrolo[3,4-d]pyrimidin-5-one ClC=1C=C2CC(CC2=CC1)NC=1N=CC2=C(N1)CN(C2=O)C2CC(C2)(F)F